BrC=1C(=NC(=NC1OC)C)NC1=C(C(=CC=C1C)OC)C 5-Bromo-6-methoxy-N-(3-methoxy-2,6-dimethylphenyl)-2-methylpyrimidin-4-amine